(S)-N-(4-(2-(2-chloro-4-fluorophenyl)-7-methoxy-3,4-dihydronaphthalen-1-yl)phenyl)pyrrolidin-3-amine hydrochloride Cl.ClC1=C(C=CC(=C1)F)C1=C(C2=CC(=CC=C2CC1)OC)C1=CC=C(C=C1)N[C@@H]1CNCC1